CC1(CC(C1)NC=1N=CC2=C(N1)NC=C2C2=NC=1N(C=C2)N=CC1)NC(CC)=O N-((1s,3s)-1-methyl-3-((5-(pyrazolo[1,5-a]pyrimidin-5-yl)-7H-pyrrolo[2,3-d]pyrimidin-2-yl)amino)cyclobutyl)propionamide